[N+](=O)([O-])[O-].F[S+](F)F trifluorosulfonium nitrate